2-(3-chlorophenyl)-1-(4-chlorophenyl)-2-methylpropan-1-ol ClC=1C=C(C=CC1)C(C(O)C1=CC=C(C=C1)Cl)(C)C